(1R)-1-(7-[[2-fluoro-4-(1H-pyrazol-3-yl)phenyl]amino]-1,6-naphthyridin-2-yl)-1-(1-methylpiperidin-4-yl)ethanol FC1=C(C=CC(=C1)C1=NNC=C1)NC1=NC=C2C=CC(=NC2=C1)[C@](C)(O)C1CCN(CC1)C